P([O-])(N)Cl chlorophosphoramidite